N-hydroxy-4-(((1r,4r)-4-(3-(4-(trifluoromethoxy)phenyl)ureido)cyclohexyl)oxy)benzamide Cobalt(III) Carbonate C([O-])([O-])=O.[Co+3].ONC(C1=CC=C(C=C1)OC1CCC(CC1)NC(=O)NC1=CC=C(C=C1)OC(F)(F)F)=O.C([O-])([O-])=O.C([O-])([O-])=O.[Co+3]